2'-bromo-3'-fluoro-5'-methoxy-6-methyl-N-(5-(((R)-tetrahydrofuran-3-yl)oxy)-1,3,4-thiadiazol-2-yl)-(4,4'-bipyridine)-3-carboxamide BrC1=NC=C(C(=C1F)C1=C(C=NC(=C1)C)C(=O)NC=1SC(=NN1)O[C@H]1COCC1)OC